BrC1=C(C(=CC(=N1)N(CC1=CC=C(C=C1)OC)CC1=CC=C(C=C1)OC)Cl)C1CC1 6-bromo-4-chloro-5-cyclopropyl-N,N-bis(4-methoxybenzyl)pyridin-2-amine